C(#N)C(C)(C)NC(=O)C1=NC=CC(=C1)NC(=O)C=1C(N(C2=CC=CC=C2C1)C)=O N-[2-[(1-cyano-1-methyl-ethyl)carbamoyl]-4-pyridinyl]-1-methyl-2-oxo-quinoline-3-carboxamide